NC1=C2N=CN(C2=NC=N1)C[C@@H](C)OCP(OCCSCCCCCCCCCCCCCC#CC1CC1)(O)=O 2-((15-cyclopropylpentadec-14-yn-1-yl)thio)ethyl hydrogen ((((R)-1-(6-amino-9H-purin-9-yl)propan-2-yl)oxy)methyl)phosphonate